dimethyl 5-(4-((tert-butoxycarbonyl)(methyl)amino)phenyl)pyridine-3,4-dicarboxylate C(C)(C)(C)OC(=O)N(C1=CC=C(C=C1)C=1C(=C(C=NC1)C(=O)OC)C(=O)OC)C